1,6-hexylenedihydrazine C(CCCCCNN)NN